C(CCCCCCCCCCCCCCC(C)C)(=O)OC(CCC)OC(CCCCCCCCCCCCCCC(C)C)=O butanediol di-isostearate